ClC1=C(C=CC=C1)[C@@H]1CCC=2N1N=C(N2)S(=O)(=O)C(F)F (5S)-5-(2-chlorophenyl)-2-(difluoromethylsulfonyl)-6,7-dihydro-5H-pyrrolo[1,2-b][1,2,4]triazole